CC1(OC[C@@H](O1)COC1=CC=C(C=C1)C(C)(C)C1=CC=C(OC[C@@H](CO)O)C=C1)C (R)-3-(4-(2-(4-(((S)-2,2-dimethyl-1,3-dioxolan-4-yl)methoxy)phenyl)propan-2-yl)phenoxy)propane-1,2-diol